OCC(C)(C)N1C(C(=CC=C1)COC=1C=CC2=C(C=C(O2)C)C1)C(F)(F)F N-(1-hydroxy-2-methylpropan-2-yl)-2-methyl-5-((2-(trifluoromethyl)pyridin-3-yl)methoxy)benzofuran